BrC#CCOC1=CC=C(C(=O)O)C=C1 4-((3-bromoprop-2-yn-1-yl)oxy)benzoic acid